N-methyl-N-((pentafluorophenyl)sulfonyl)glycyl chloride CN(CC(=O)Cl)S(=O)(=O)C1=C(C(=C(C(=C1F)F)F)F)F